2-(4-trifluoromethylphenyl)-7,8-dihydrofuro[2,3-d]pyrrolo[1,2-a]pyrimidin-4(6H)-one FC(C1=CC=C(C=C1)C1=CC2=C(N=C3N(C2=O)CCC3)O1)(F)F